FC([C@H]1N(C(OC1)=O)C=1N=C2N(CCOC3=C2C=CC(=C3)N[C@@H](C)C(=O)O)C1F)F (2-((S)-4-(difluoromethyl)-2-oxooxazolidin-3-yl)-3-fluoro-5,6-dihydrobenzo[f]imidazo[1,2-d][1,4]oxazepin-9-yl)-L-alanine